N-(4-(4-((3-cyanopropyl)sulfonamido)phenyl)-1H-pyrrolo[2,3-b]pyridin-6-yl)cyclopropylcarboxamide C(#N)CCCS(=O)(=O)NC1=CC=C(C=C1)C1=C2C(=NC(=C1)NC(=O)C1CC1)NC=C2